C(C)(C)(C)OC(=O)N1CC(C(CC1)=O)C1=CC=C(C=C1)C(=O)OC 3-(4-(methoxycarbonyl)phenyl)-4-oxopiperidine-1-carboxylic acid tert-butyl ester